5-(2-chlorobenzyl)-6,7-difluoro-3-((4-fluorobenzyl)amino)-4H-benzo[e][1,2,4]thiadiazine 1,1-dioxide ClC1=C(CC2=C(C(=CC3=C2NC(=NS3(=O)=O)NCC3=CC=C(C=C3)F)F)F)C=CC=C1